4-{[(1S)-2-hydroxy-1-phenylethyl]amino}-2-{[3-methyl-4-(methylsulfonyl)phenyl]-amino}pyrimidine-5-carboxylic acid OC[C@H](C1=CC=CC=C1)NC1=NC(=NC=C1C(=O)O)NC1=CC(=C(C=C1)S(=O)(=O)C)C